N12CCN(CCNCCN(CCN(CCNCC1)CC1=C(C=CC=C1)O)CCNCCNCC2)CC2=C(C=CC=C2)O 2,2'-((1,4,7,10,13,16,21,24-octaazabicyclo[8.8.8]hexacosane-4,13-diyl)bis(methylene))diphenol